6-methyl-1H-pyrrolo[2,3-b]pyridine-2-carboxylic acid ethyl ester C(C)OC(=O)C1=CC=2C(=NC(=CC2)C)N1